FC(CN1C(=NC2=NC=C(C=C21)C2=CNC=1N=C(N=CC12)NC1CCC2(CN(C2)C(C)=O)CC1)C)F 1-(7-((5-(1-(2,2-difluoroethyl)-2-methyl-1H-imidazo[4,5-b]pyridin-6-yl)-7H-pyrrolo[2,3-d]pyrimidin-2-yl)amino)-2-azaspiro[3.5]nonan-2-yl)ethan-1-one